2'-Chloro-N-(5-(2-chloro-4-(difluoromethyl)benzoyl)-5,6-dihydro-4H-pyrrolo[3,4-d]thiazol-2-yl)-5'-methoxy-6-methyl-[4,4'-bipyridine]-3-carboxamide ClC1=NC=C(C(=C1)C1=C(C=NC(=C1)C)C(=O)NC=1SC2=C(N1)CN(C2)C(C2=C(C=C(C=C2)C(F)F)Cl)=O)OC